distearyl-β,β'-thiodibutyrate C(CCCCCCCCCCCCCCCCC)OC(CC(C)SC(CC(=O)OCCCCCCCCCCCCCCCCCC)C)=O